ClC1=CC=C2C(=N1)N(C=C2C)C 6-chloro-1,3-dimethyl-1H-pyrrolo[2,3-b]Pyridine